5-bromo-4-fluoro-1-(methyl-d3)-1,3-dihydrobenzo[C]isothiazole 2,2-dioxide BrC1=C(C2=C(N(S(C2)(=O)=O)C([2H])([2H])[2H])C=C1)F